Chroman-4-ylmethanamine O1CCC(C2=CC=CC=C12)CN